C1(CC1)S(=O)(=O)N[C@@H]1C[C@H](N(CC1)CC1=C2C=CN(C2=C(C=C1OC)C)C(=O)OC(C)(C)C)C1=CC=C(C=C1)C(=O)OC tert-butyl 4-{[(2S,4S)-4-cyclopropanesulfonylamino-2-[4-(methoxycarbonyl) phenyl] piperidin-1-yl] methyl}-5-methoxy-7-methyl-1H-indole-1-carboxylate